heneicosanone CC(CCCCCCCCCCCCCCCCCCC)=O